3-[3-(methoxymethyloxy)-4-(3-methylsulfamoyl-1,2,4-triazin-6-yl)phenyl]1,2,4-thiadiazole COCOC=1C=C(C=CC1C1=CN=C(N=N1)S(NC)(=O)=O)C1=NSC=N1